S([O-])(O)(=O)=O.C(C)N1C=[N+](C=C1)CC 1,3-diethylimidazolium bisulfate